(4-morpholino-2-(4-(m-tolyl)-1H-pyrazol-1-yl)furo[3,2-d]pyrimidin-6-yl)methanol O1CCN(CC1)C=1C2=C(N=C(N1)N1N=CC(=C1)C=1C=C(C=CC1)C)C=C(O2)CO